N-methoxy-N-methyl-3-azabicyclo[4.1.0]heptane-6-carboxamide CON(C(=O)C12CCNCC2C1)C